BrC1=CC(=C(C)C=C1)Cl 4-bromo-2-chlorotoluene